CN1C(C(CCC1=O)N1C(C2=CC=C(C=C2C1=O)N1CCN(CC1)CCC1CCN(CC1)C(C1=CC(=C(C=C1)NCC1=CC=C(C=C1)C(F)(F)F)C=1N=CN(C1)C)=O)=O)=O 2-(1-methyl-2,6-dioxo-3-piperidyl)-5-[4-[2-[1-[3-(1-methylimidazol-4-yl)-4-[[4-(trifluoromethyl)phenyl]methylamino]benzoyl]-4-piperidyl]ethyl]piperazin-1-yl]isoindoline-1,3-dione